FC1=C(C=CC(=C1)C1=NN(C=N1)C1=NC=C(C=C1)C(F)(F)F)NC(=O)\N=C\1/SCC(N1C1=C(C=CC(=C1)C)COC)=O (Z)-1-(2-fluoro-4-(1-(5-(trifluoromethyl)pyridin-2-yl)-1H-1,2,4-triazol-3-yl)phenyl)-3-(3-(2-(methoxymethyl)-5-methylphenyl)-4-oxothiazolidin-2-ylidene)urea